N6-((benzyloxy)carbonyl)-N2-(4-(((benzyloxy)carbonyl)amino)butanoyl)-L-lysine C(C1=CC=CC=C1)OC(=O)NCCCC[C@H](NC(CCCNC(=O)OCC1=CC=CC=C1)=O)C(=O)O